ClC=1N=C(N=NC1C#N)N1CC(CCC1)N1C(N(CC1)CC)=O 5-chloro-3-(3-(3-ethyl-2-oxoimidazolin-1-yl)piperidin-1-yl)-1,2,4-triazin-6-carbonitrile